C(C)N1CC(C1)(OC1=C(C(=C(C=C1F)F)F)F)C 1-ethyl-3-methyl-3-(2,3,4,6-tetrafluorophenoxy)azetidine